BrC1=[N+](C=C(C=C1Cl)Cl)[O-] 2-Bromo-3,5-dichloropyridin-N-oxid